C[C@H]1CC[C@@H](N(C1)C(C(=O)N)=O)[C@@H]1COCCC1 |&1:12| 2-((2R,5S)-5-methyl-2-(rac-(R)-tetrahydro-2H-pyran-3-yl)piperidin-1-yl)-2-oxoacetamide